FC=1C=C(C=C2C=CN=CC12)C=C 8-fluoro-6-vinylisoquinoline